[Sn]=O.[Sb] antimony-tin oxide